N1=C(C(=CC=C1)C(=O)O)C(=O)N pyridine-2,3-dicarboxylic acid amide